tert-butyl ((tetrahydrofuran-3-yl)methyl)carbamate O1CC(CC1)CNC(OC(C)(C)C)=O